(S)-7-(5-(2-fluoro-6-methylphenyl)-6-oxo-5,6-dihydro-1H-pyrazolo[4,3-c]pyridazin-3-yl)-10,10a-dihydro-1H-oxazolo[3,4-b]isoquinolin-3(5H)-one FC1=C(C(=CC=C1)C)N1N=C2C(=CC1=O)NN=C2C=2C=CC=1C[C@@H]3N(CC1C2)C(OC3)=O